N2-[4-[4-(benzylamino)-1-piperidyl]phenyl]-N4-[2-(6-methyl-2-pyridyl)pyrimidin-4-yl]pyrimidine-2,4-diamine C(C1=CC=CC=C1)NC1CCN(CC1)C1=CC=C(C=C1)NC1=NC=CC(=N1)NC1=NC(=NC=C1)C1=NC(=CC=C1)C